C(C)(C)C=1C(=NN(C1)C1CCN(CC1)CCN1CCOCC1)OC1=CC=C(C=C1)OC(F)(F)F 4-[2-[4-[4-isopropyl-3-[4-(trifluoromethoxy)phenoxy]pyrazol-1-yl]-1-piperidyl]ethyl]morpholine